4-((5-(2-ethoxy-2-oxoethoxy)pentyl)amino)benzoic acid tert-butyl ester C(C)(C)(C)OC(C1=CC=C(C=C1)NCCCCCOCC(=O)OCC)=O